Methyl (E)-4-(N-phenyl-N'-((4-(trifluoromethyl)benzoyl)oxy)carbamimidoyl)benzoate C1(=CC=CC=C1)N/C(=N/OC(C1=CC=C(C=C1)C(F)(F)F)=O)/C1=CC=C(C(=O)OC)C=C1